1-(2-Hydroxyphenyl)-3-[4-(methoxymethoxy)-3-phenylmethoxyphenyl]prop-2-en-1-one OC1=C(C=CC=C1)C(C=CC1=CC(=C(C=C1)OCOC)OCC1=CC=CC=C1)=O